2-((4-fluoro-2-methylphenyl)amino)-N-(2-methylpyridin-3-yl)-5-(trifluoromethyl)benzamide FC1=CC(=C(C=C1)NC1=C(C(=O)NC=2C(=NC=CC2)C)C=C(C=C1)C(F)(F)F)C